C(#CC)C1=NC=CC=N1 2-(prop-1-yn-1-yl)pyrimidine